[BH4-].[BH4-].[BH4-].N12C[C@H](C(CC1)CC2)CCO ((S)-2-(quinuclidin-3-yl)ethan-1-ol) triborohydride